ClC=1C(=CC=C2N=CC(=NC12)C=1C=NN(C1)C1CC(C1)(O)C)OC=1C=CC2=C(NC(=N2)C)C1F (1s,3s)-3-(4-(8-Chloro-7-((7-fluoro-2-methyl-1H-benzo[d]imidazol-6-yl)oxy)quinoxalin-2-yl)-1H-pyrazol-1-yl)-1-methylcyclobutanol